C(C)(C)(C)[S@](=O)N=CC1=CC=2N(N=C1)C=C(N2)[C@H](C2CCC(CC2)(F)F)NC(OC(C)(C)C)=O tert-butyl ((S)-(7-((((S)-tert-butylsulfinyl)imino)methyl)imidazo[1,2-b]pyridazin-2-yl)(4,4-difluorocyclohexyl)methyl)carbamate